(E)-7-(3-(2-ethoxybenzylidene)-2,5-dioxopyrrolidinyl)-N-hydroxyheptanamide C(C)OC1=C(\C=C/2\C(N(C(C2)=O)CCCCCCC(=O)NO)=O)C=CC=C1